ClC=1C=C(C(=NC1)C)S(=O)(=O)NC1=C(C(=C(C=C1)F)C=1N=CC=2N(C1)C=NC2C=2N(C=CN2)COCC[Si](C)(C)C)F 5-chloro-N-[2,4-difluoro-3-[1-(1-[[2-(trimethylsilyl)ethoxy]methyl]imidazol-2-yl)imidazo[1,5-a]pyrazin-6-yl]phenyl]-2-methylpyridine-3-sulfonamide